O1CCN(CC1)CC1CNC(N1)=O 5-(morpholinomethyl)imidazolidine-2-one